N-(4-amino-5-(1,1-difluoropropyl)pyridin-2-yl)acetamide trifluoroacetate FC(C(=O)O)(F)F.NC1=CC(=NC=C1C(CC)(F)F)NC(C)=O